3-Methyl-5-oxo-N-phenyl-1-(4-(trifluoromethyl)phenyl)-4,5-dihydro-1H-pyrazole-4-carboxamide CC1=NN(C(C1C(=O)NC1=CC=CC=C1)=O)C1=CC=C(C=C1)C(F)(F)F